C(C)(C)(C)OC(=O)N[C@@H](CO)[C@H](O)\C=C\CCCCCCCCCCCCC N-tert-Butoxycarbonyl-sphingosine